2,6-bis{4-[diphenylamino]phenyl}-4-phenyl-8H-phosphinino{3,2-b:5,6-b'}dithiophen-8-one P-oxide C1(=CC=CC=C1)N(C1=CC=C(C=C1)C1=CC2=C(S1)C(C=1SC(=CC1P2(C2=CC=CC=C2)=O)C2=CC=C(C=C2)N(C2=CC=CC=C2)C2=CC=CC=C2)=O)C2=CC=CC=C2